7-(5-chloro-2-(2-(5-cyano-6-(3-(2,2-difluoroethoxy)azetidin-1-yl)-2-methyl-4-oxopyrido[3,4-d]pyrimidin-3(4H)-yl)ethoxy)phenyl)-5-methylthieno[3,2-b]pyridine-3-carboxylic acid ClC=1C=CC(=C(C1)C1=C2C(=NC(=C1)C)C(=CS2)C(=O)O)OCCN2C(=NC1=C(C2=O)C(=C(N=C1)N1CC(C1)OCC(F)F)C#N)C